N1C[C@H](CC1)NC(OCCCC)=O butyl N-[(3S)-pyrrolidin-3-yl]carbamate